C(C)(C)(C)N1CCN(CC1)C1=CC(=CC(N1C)=O)C1=NC(=CC(=C1O)C1=CC(=C(C=C1)N1C(N(C=C1)C)=O)Cl)C 6'-(4-(tert-butyl)piperazin-1-yl)-4-(3-chloro-4-(3-methyl-2-oxo-2,3-dihydro-1H-imidazol-1-yl)phenyl)-3-hydroxy-1',6-dimethyl-[2,4'-bipyridin]-2'(1'H)-one